(3R,4R)-5,5-difluoro-1-[4-({8-[3-(methanesulfonylmeth-yl)azetidin-1-yl]-5-(propan-2-yl)isoquinolin-3-yl}amino)pyrimidin-2-yl]-4-methoxypiperidin-3-ol FC1([C@@H]([C@@H](CN(C1)C1=NC=CC(=N1)NC=1N=CC2=C(C=CC(=C2C1)C(C)C)N1CC(C1)CS(=O)(=O)C)O)OC)F